CC[Si](OC1=CC=CCC1)(C)C 4-(2-ethyldimethylsilyloxy)cyclohexa-1,3-diene